tert-butyl (3-(3-(3-decylphenyl)-1,2,4-oxadiazol-5-yl)propyl)carbamate C(CCCCCCCCC)C=1C=C(C=CC1)C1=NOC(=N1)CCCNC(OC(C)(C)C)=O